FC=1C=C(CN2C(=NC3=C2C=CC=C3)C3CCN(CC3)CC=3C=CC=C2C(=NN(C32)C)C3=C(C=CC=C3)C)C=CC1 7-((4-(1-(3-fluorobenzyl)-1H-benzo[d]imidazol-2-yl)piperidin-1-yl)methyl)-1-methyl-3-(o-tolyl)-1H-indazole